O[C@@H](C(=O)O)[C@H](C(NC(C)C1=CC=CC=C1)=O)O (2R,3R)-2,3-dihydroxy-4-oxo-4-((1-phenylethyl)amino)butanoic acid